5,5'-methylenebis(1H-benzotriazole) C(C1=CC2=C(NN=N2)C=C1)C1=CC2=C(NN=N2)C=C1